6-chloro-4-fluoro-2,3-dihydro-1H-inden-1-one ClC1=CC(=C2CCC(C2=C1)=O)F